7-fluoro-N-(oxetane-3-ylmethyl)-9H-pyrido[3,4-b]indole-1-carboxamide FC1=CC=C2C3=C(NC2=C1)C(=NC=C3)C(=O)NCC3COC3